N-(5-((3-fluoropyridin-2-yl)(morpholino)methyl)-4-hydroxybenzo[d]thiazol-2-yl)acetamide FC=1C(=NC=CC1)C(C=1C=CC2=C(N=C(S2)NC(C)=O)C1O)N1CCOCC1